methyl 5-(4-chlorophenyl)-2-(3,4-dichlorophenyl)-1-ethyl-6-(methoxymethyl)-4-oxo-pyridine-3-carboxylate ClC1=CC=C(C=C1)C=1C(C(=C(N(C1COC)CC)C1=CC(=C(C=C1)Cl)Cl)C(=O)OC)=O